4-amino-5-(4-methoxypiperidin-1-yl)thiophene-2-carboxylic acid methyl ester COC(=O)C=1SC(=C(C1)N)N1CCC(CC1)OC